ClC1=NC(=NC=C1N)C 4-chloro-2-methyl-pyrimidin-5-amine